N[C@@H](CC(=O)OC(C)(C)C)C(=O)NC=1SC=C(C1C(C1=CC=C(C=C1)Cl)=O)CC tert-butyl (3S)-3-amino-4-[[3-(4-chlorobenzoyl)-4-ethyl-2-thienyl] amino]-4-oxo-butanoate